benzyl (E)-4-methylpent-2-enoate CC(/C=C/C(=O)OCC1=CC=CC=C1)C